ClC1=NC=NC(=C1)C(C)(F)F 4-chloro-6-(1,1-difluoroethyl)pyrimidine